3-(3-(furan-3-yl)-1H-pyrrolo[2,3-b]pyridin-5-yl)benzaldehyde O1C=C(C=C1)C1=CNC2=NC=C(C=C21)C=2C=C(C=O)C=CC2